ClC1=CC=C(C=C1)C1=N[C@H](C=2N(C3=C1C=C(C=C3)OC)C(=NN2)C)CC(=O)OC(C)(C)C t-butyl [(4S)-6-(4-chlorophenyl)-1-methyl-8-(methyloxy)-4H-[1,2,4]triazolo[4,3-a][1,4]benzodiazepin-4-yl]acetate